FC=1C(=C(C=C2C=CC=NC12)C#N)I 8-Fluoro-7-iodoquinoline-6-carbonitrile